ClC1=CC=C(C(=O)NC2=C(C3=CC(=CC=C3C=C2)OC)C2=C(C=CC=C2)O)C=C1 (R)-4-chloro-N-(1-(2-hydroxyphenyl)-7-methoxynaphthalen-2-yl)benzamide